COC1=CC=C(C=C1)CN(C1=CC(=C(C(=N1)C1=C(C=C2C(=NC(=NC2=C1F)F)N1CC2CCC(C1)N2C(=O)OC(C)(C)C)Cl)C(F)(F)F)Cl)CC2=CC=C(C=C2)OC tert-butyl 3-(7-(6-(bis((4-methoxyphenyl)methyl)amino)-4-chloro-3-(trifluoromethyl)pyridin-2-yl)-6-chloro-2,8-difluoroquinazolin-4-yl)-3,8-diazabicyclo[3.2.1]octane-8-carboxylate